ClC1=CC(=C2CC(CC2=C1)NC(OC(C)(C)C)=O)OC(F)F tert-butyl (6-chloro-4-(difluoromethoxy)-2,3-dihydro-1H-inden-2-yl)carbamate